tert-butyl N-[(2S,3S)-1-[5-[2-fluoro-4-[4-[(2-fluorophenyl)methyl]-5-oxo-1,2,4-triazol-1-yl]phenoxy]-4-methyl-thiazole-2-carbonyl]-2-methyl-azetidin-3-yl]carbamate FC1=C(OC2=C(N=C(S2)C(=O)N2[C@H]([C@H](C2)NC(OC(C)(C)C)=O)C)C)C=CC(=C1)N1N=CN(C1=O)CC1=C(C=CC=C1)F